C(C)(C)(C)OC(=O)N1CC(C1)C#CC1=C(C=C(C=C1)C)F 3-[2-(2-fluoro-4-methyl-phenyl)ethynyl]azetidine-1-carboxylic acid tert-butyl ester